ClC(COC(C)O)Cl dichloroethoxyethanol